CC1=C(C(=O)N)C=CC=C1 2-methyl-benzamid